OCCC1=CN=C(S1)NC(OC(C)(C)C)=O tert-butyl (5-(2-hydroxyethyl)thiazol-2-yl)carbamate